difluoropropionamide FC(C(=O)N)(C)F